1-(5-(bis(4-methoxybenzyl)amino)-2-(2-methoxypyridin-4-yl)oxazol-4-yl)-3-hydroxypent-2-en-1-one COC1=CC=C(CN(C2=C(N=C(O2)C2=CC(=NC=C2)OC)C(C=C(CC)O)=O)CC2=CC=C(C=C2)OC)C=C1